ClC1=C(CC2(C[C@@H]3[C@@H](CN(C3)CC(C3=NC=C(C=C3)O)O)C2)O)C=CC=C1 |r| rac-(3aR,5r,6aS)-5-(2-chlorobenzyl)-2-(2-hydroxy-2-(5-hydroxypyridin-2-yl)ethyl)octahydrocyclopenta[c]pyrrol-5-ol